7-methoxy-N-(3-(1-(4-methylbenzyl)-1H-1,2,3-triazole-4-yl)phenyl)-6-(3-morpholinopropoxy)quinazolin-4-amine COC1=C(C=C2C(=NC=NC2=C1)NC1=CC(=CC=C1)C=1N=NN(C1)CC1=CC=C(C=C1)C)OCCCN1CCOCC1